4-(4-(2-Chloroacryloylamino)phenyl)-3-(4-((cyclobutylmethyl)carbamoyl)phenyl)-5-methyl-1H-pyrrole-2-carboxamide ClC(C(=O)NC1=CC=C(C=C1)C=1C(=C(NC1C)C(=O)N)C1=CC=C(C=C1)C(NCC1CCC1)=O)=C